NC=1C=2N(C=C(C1)NC(=O)C=1C=CC(=C3C=CN=NC13)N1CCC(CC1)NC1CC1)C=C(N2)C N-(8-amino-2-methyl-imidazo[1,2-a]pyridin-6-yl)-5-[4-(cyclopropylamino)-1-piperidyl]cinnoline-8-carboxamide